N-{3-[2-(4-chloro-3-fluorophenoxy)acetamido]bicyclo[1.1.1]pentan-1-yl}-6-(3,6-dihydro-2H-pyran-4-yl)pyridine-3-carboxamide ClC1=C(C=C(OCC(=O)NC23CC(C2)(C3)NC(=O)C=3C=NC(=CC3)C=3CCOCC3)C=C1)F